N-(cis-3-methoxycyclobutyl)-5-(2-methylbenzo[d]thiazol-6-yl)-7H-pyrrolo[2,3-d]pyrimidin-2-amine CO[C@H]1C[C@H](C1)NC=1N=CC2=C(N1)NC=C2C2=CC1=C(N=C(S1)C)C=C2